FC1=CC=C(C=C1)C(CC)N1N=CC(=C1)C1=CN=CC(=N1)C1=C(C=2N(C=C1)N=C(N2)N)OC 7-(6-(1-(1-(4-fluorophenyl)propyl)-1H-pyrazol-4-yl)pyrazin-2-yl)-8-methoxy-[1,2,4]triazolo[1,5-a]pyridin-2-amine